1-[(2S,5R)-5-[(5-cyclopropyl-2-([1-(2H3)methyl-1H-pyrazol-4-yl]amino)-7H-pyrrolo[2,3-d]pyrimidin-4-yl)amino]-2-methylpiperidin-1-yl]prop-2-en-1-one C1(CC1)C1=CNC=2N=C(N=C(C21)N[C@@H]2CC[C@@H](N(C2)C(C=C)=O)C)NC=2C=NN(C2)C([2H])([2H])[2H]